benzotriazole-1-yl-tris(dimethylamino)phosphonium N1(N=NC2=C1C=CC=C2)[P+](N(C)C)(N(C)C)N(C)C